C(C)[Si](O[Si](C)(C)C)(O[Si](CNC)(C)C)O[Si](C)(C)C 3-ethylmethylamino-3-(trimethylsiloxy)-1,1,1,5,5,5-hexamethyltrisiloxane